C(C=C)(=O)O.O(CC)C(C(CO)(CO)CO)C ethoxyl-trimethylolpropane acrylate